OC(COC1=CC(=C(C=C1)C1=NC(=NC(=N1)C1=C(C=C(C=C1)C)C)C1=C(C=C(C=C1)C)C)O)COCCCCCCCCCCCCC 2-[4-[2-hydroxy-3-tridecyloxypropyl]oxy-2-hydroxyphenyl]-4,6-bis(2,4-Dimethylphenyl)-1,3,5-triazine